7-[2-[[4-[5-(difluoromethyl)-1,3,4-oxadiazol-2-yl]phenyl]methyl]tetrazol-5-yl]-3,4-dihydro-2H-isoquinolin-1-one FC(C1=NN=C(O1)C1=CC=C(C=C1)CN1N=C(N=N1)C1=CC=C2CCNC(C2=C1)=O)F